ClC=1C=CC(=C(C(=O)N)C1)S(N[C@@H]([C@H](C)C1=C(C(=CC=C1F)CC)C)C=1OC(NN1)=O)(=O)=O 5-chloro-2-(N-((1S,2R)-2-(3-ethyl-6-fluoro-2-methylphenyl)-1-(5-oxo-4,5-dihydro-1,3,4-oxadiazol-2-yl)propyl)sulfamoyl)benzamide